3-(3-aminooxetan-3-yl)benzaldehyde hydrochloride Cl.NC1(COC1)C=1C=C(C=O)C=CC1